N-[(1R)-1-{3-[(dimethylamino)methyl]phenyl}ethyl]acetamide CN(C)CC=1C=C(C=CC1)[C@@H](C)NC(C)=O